C(C)(C)(C)OC(=O)N(CCNC(C(=O)OC)(C)C)[C@@H](C)C1=C(C(=CC(=C1)F)Cl)COC1=CC=C(C=C1)OC (S)-Methyl 2-(2-(tert-butoxycarbonyl(1-(3-chloro-5-fluoro-2-((4-methoxyphenoxy)methyl) phenyl) ethyl) amino)ethylamino)-2-methylpropanoate